(1r,3R)-3-cyano-3-fluorocyclobutane C(#N)C1(CCC1)F